3-(5-((2-(((3,3-difluorocyclobutyl)methyl)amino)cyclopentyl)oxy)-1-oxoisoindolin-2-yl)piperidine-2,6-dione FC1(CC(C1)CNC1C(CCC1)OC=1C=C2CN(C(C2=CC1)=O)C1C(NC(CC1)=O)=O)F